pyridinylcycloundecane N1=C(C=CC=C1)C1CCCCCCCCCC1